N-Vinyl-indole C(=C)N1C=CC2=CC=CC=C12